N1(CCCCC1)CCCOC1=CC=C(C=C1)C=1SC=C(N1)C1=CC=C(C=C1)NC(N)=O 3-(4-(2-(4-(3-(piperidin-1-yl)propoxy)phenyl)thiazol-4-yl)phenyl)urea